The molecule is an aminopropionitrile carrying an amino group at the beta-position. It has a role as a plant metabolite, an antineoplastic agent, an antirheumatic drug and a collagen cross-linking inhibitor. It is a conjugate base of a beta-ammoniopropionitrile. C(CN)C#N